(5-(3,5-difluorophenyl)-4,5-dihydro-1H-pyrazol-1-yl)(3-((4-(methoxymethyl)-1H-1,2,3-triazol-1-yl)methyl)-bicyclo[1.1.1]pentan-1-yl)methanone FC=1C=C(C=C(C1)F)C1CC=NN1C(=O)C12CC(C1)(C2)CN2N=NC(=C2)COC